benzyl 1'-(1-(2,6-dioxopiperidin-3-yl)indolin-4-yl)-[4,4'-bipiperidine]-1-carboxylate O=C1NC(CCC1N1CCC2=C(C=CC=C12)N1CCC(CC1)C1CCN(CC1)C(=O)OCC1=CC=CC=C1)=O